(±)-2-(1,3-Dioxo-1,3-dihydro-isoindol-2-yl)-4-pyridin-2-ylmethyl-1,2,3,4-tetrahydro-cyclopenta[b]indole-7-carbonitrile O=C1N(C(C2=CC=CC=C12)=O)[C@@H]1CC2=C(N(C=3C=CC(=CC23)C#N)CC2=NC=CC=C2)C1 |r|